(R)-3-(6-amino-5-((1-(1-methylpiperidin-4-yl)-1H-pyrazol-4-yl)oxy)pyridin-3-yl)-N-methyl-5-(2-methylpyrrolidin-1-yl)benzenesulfonamide NC1=C(C=C(C=N1)C=1C=C(C=C(C1)N1[C@@H](CCC1)C)S(=O)(=O)NC)OC=1C=NN(C1)C1CCN(CC1)C